The molecule is a doubly-charged nucleotide-sugar oxoanion arising from deprotonation of both free diphosphate OH groups of UDP-2-acetamido-2,6-dideoxy-alpha-D-xylo-hex-4-ulose; major species at pH 7.3. It is a conjugate base of an UDP-2-acetamido-2,6-dideoxy-alpha-D-xylo-hex-4-ulose. C[C@@H]1C(=O)[C@@H]([C@H]([C@H](O1)OP(=O)([O-])OP(=O)([O-])OC[C@@H]2[C@H]([C@H]([C@@H](O2)N3C=CC(=O)NC3=O)O)O)NC(=O)C)O